2,3-dichloro-1-nitro-4-phenoxybenzene ClC1=C(C=CC(=C1Cl)OC1=CC=CC=C1)[N+](=O)[O-]